2-(3-methyl-5-((2-((2-(4-(trifluoromethoxy)phenyl)-1H-benzo[d]imidazol-1-yl)methyl)benzyl)oxy)phenyl)acetic acid CC=1C=C(C=C(C1)OCC1=C(C=CC=C1)CN1C(=NC2=C1C=CC=C2)C2=CC=C(C=C2)OC(F)(F)F)CC(=O)O